1-(3,3-Dimethyl-6-phenylmethanesulfonyl-2,3-dihydro-indol-1-yl)-2-((2R,5R)-2-methoxy-methyl-5-methyl-piperazin-1-yl)-ethanone dihydrochloride salt Cl.Cl.CC1(CN(C2=CC(=CC=C12)S(=O)(=O)CC1=CC=CC=C1)C(CN1[C@@](CN[C@@H](C1)C)(OC)C)=O)C